FC=1C=C2C(=CNC(C2=CC1F)=O)[C@@H](C)N(C(=O)C=1NC2=CC=CC=C2C1)CC(C)C |r| Racemic-N-(1-(6,7-difluoro-1-oxo-1,2-dihydroisoquinolin-4-yl)ethyl)-N-isobutyl-1H-indole-2-carboxamide